3-(difluoromethoxy)-4-(3-methyl-4-methylsulfonyl-phenyl)-5-(oxetan-3-ylsulfonyl)-1H-indazole FC(OC1=NNC2=CC=C(C(=C12)C1=CC(=C(C=C1)S(=O)(=O)C)C)S(=O)(=O)C1COC1)F